CN(C)C1=CC=C(C(=O)NC2=CC=CC=C2)C=C1 p-N,N-dimethylaminobenzoic acid anilide